NC1(N(C(C2=CC=C(C=C12)I)=O)OC)COC1=CC=CC=C1 3-amino-5-iodo-2-methoxy-3-(phenoxymethyl)isoindolin-1-one